O=C([C@H](O)[C@@H](O)[C@H](O)CO)[O-].[Mg+2].C(CCCCCC(C)O)O.O=C([C@H](O)[C@@H](O)[C@H](O)CO)[O-] 1,7-octanediol Magnesium Xylonate